3-difluoromethyl-5-(2-fluoro-6-methoxyphenyl)isoxazole FC(C1=NOC(=C1)C1=C(C=CC=C1OC)F)F